C(C)OC([C@@H](NC1=CC=C(C=C1)S(=O)(=O)C)CO)=O syn-p-methylsulfonylphenyl-serine ethyl ester